ClC1=NC(=CC(=C1)CC1CC2NCCC2O1)Cl ((2,6-Dichloropyridin-4-yl)methyl)hexahydro-2H-furo[3,2-b]pyrrole